3-(4-bromo-2-(trifluoromethyl)phenyl)-2,2-difluoropropionic acid BrC1=CC(=C(C=C1)CC(C(=O)O)(F)F)C(F)(F)F